[Ca+2].S(=O)(=O)([O-])CC.S(=O)(=O)([O-])CC Esylate Calcium